FC1=CC=C(C=C1)C(=O)N1[C@@H](C=2N(CC1)C(=NC2O)C2=NC(=NS2)C)C (R)-(4-fluorophenyl)(1-hydroxy-8-methyl-3-(3-methyl-1,2,4-thiadiazol-5-yl)-5,6-dihydroimidazo[1,5-a]pyrazin-7(8H)-yl)methanone